C(C(C)(C)C)(=O)OC[C@@H](COC\C=C\CCCCCCCCCCCCCCC)O (R,E)-2-hydroxy-3-(octadec-2-en-1-yloxy)propyl pivalate